O=C1CC(N(C2=C(N1)C1=CC=CC=C1C=C2)C2=CC=C(C=C2)NS(=O)(=O)C=2SC=CC2)=O N-[4-(2,4-dioxo-1,2,3,4-tetrahydronaphtho[1,2-b][1,4]diazepin-5-yl)phenyl]-2-thiophenesulfonamide